3-(5-chloro-7-{[(furan-2-yl)methyl]amino}-3-methylthieno[3,2-b]pyridin-2-yl)-N-(4-methylphenyl)-D-alaninamide ClC1=CC(=C2C(=N1)C(=C(S2)C[C@@H](N)C(=O)NC2=CC=C(C=C2)C)C)NCC=2OC=CC2